2-(2-((2,4-dimethoxybenzylidene)hydrazineylidene)-4-oxothiazolidine-5-yl)acetyl chloride COC1=C(C=NN=C2SC(C(N2)=O)CC(=O)Cl)C=CC(=C1)OC